methyl 4-(2-aminophenyl)-2-butyrylamino-4-oxobutanoate NC1=C(C=CC=C1)C(CC(C(=O)OC)NC(CCC)=O)=O